CN1C(=C(C=2C1=CN=CC2)C2=CC=CN2)C 5-(1,2-dimethyl-1H-pyrrolo[2,3-c]pyridin-3-yl)-1H-pyrrole